[C@H]12CN(C[C@H](CC1)N2)C=2C1=C(N=C(N2)OCCC2=NC=C(C=C2)F)C(=C(N=C1)C1=CC(=CC2=CC=CC=C12)O)F 4-(4-((1R,5S)-3,8-diazabicyclo[3.2.1]octan-3-yl)-8-fluoro-2-(2-(5-fluoropyridin-2-yl)ethoxy)pyrido[4,3-d]pyrimidin-7-yl)naphthalen-2-ol